C1(=CC=C(C=C1)C)OC(CCCCCCCCCCC)=O.BrC1=CC=C(OCC=2N=COC2)C=C1 4-((4-bromophenoxy)methyl)oxazole para-cresyl-laurate